C(CCC(C)C)[Si](OCCOC)(OCCOC)CCCC(C)C diisohexyl-bis-(2-methoxyethoxy)silane